6-[3-(difluoromethoxy)-4-fluoro-phenyl]-1H-pyrazolo[4,3-b]pyridine FC(OC=1C=C(C=CC1F)C=1C=C2C(=NC1)C=NN2)F